((3S,4R)-3-Amino-4-hydroxypiperidin-1-yl)(2-(1-(cyclopropylmethyl)-1H-indol-2-yl)-7-methoxy-1-methyl-1H-benzo[d]imidazol-5-yl)methanone hydrochloride Cl.N[C@H]1CN(CC[C@H]1O)C(=O)C1=CC2=C(N(C(=N2)C=2N(C3=CC=CC=C3C2)CC2CC2)C)C(=C1)OC